C1(CC1)C=1C(=C(C(=O)OCC)C(=CN1)OC1=C(C=C(C=C1)OC(F)(F)F)OC)F ethyl 2-cyclopropyl-3-fluoro-5-[2-methoxy-4-(trifluoro-methoxy)phenoxy]isonicotinate